O=C(CC(=O)O)NC1=NNC2=CC=CC(=C12)C1=CC=C(C=C1)C=1CCCCC1 3-oxo-3-((4-(2',3',4',5'-tetrahydro-[1,1'-biphenyl]-4-yl)-1H-indazol-3-yl)amino)propionic acid